Tert-butyl (2-(4-chloro-2-cyano-6,7-difluoro-1H-indol-1-yl)ethyl)carbamate ClC1=C2C=C(N(C2=C(C(=C1)F)F)CCNC(OC(C)(C)C)=O)C#N